(1-(5-(methyl-(4-nitrophenyl)amino)pyrimidin-2-yl)ethyl)carbamic acid tert-butyl ester C(C)(C)(C)OC(NC(C)C1=NC=C(C=N1)N(C1=CC=C(C=C1)[N+](=O)[O-])C)=O